(3R)-3-Methylpiperidin-3-ol hydrochloride Cl.C[C@@]1(CNCCC1)O